C(C)(=O)O[C@@H]1[C@H](O[C@H]([C@@H]1OC(C)=O)N1C=2N=C(NC(C2N=C1)=O)NC(C(C)C)=O)CC(=O)NCCCC [(2R,3R,4R,5R)-4-acetoxy-2-[2-(butylamino)-2-oxo-ethyl]-5-[2-(2-methylpropanoylamino)-6-oxo-1H-purin-9-yl]tetrahydrofuran-3-yl] acetate